OC12CCC(CC1)(CC2)NC2=NC=C(C(=N2)NC(C)C)C(=O)N 2-(4-hydroxy-bicyclo[2.2.2]oct-1-ylamino)-4-(isopropylamino)pyrimidine-5-carboxamide